tert-butyl 2-(4-(3-((7-(3-(tert-butyl)ureido)-6-(3,5-dimethoxyphenyl)pyrido[2,3-d]pyrimidin-2-yl)amino)propyl)piperazin-1-yl)acetate C(C)(C)(C)NC(NC=1C(=CC2=C(N=C(N=C2)NCCCN2CCN(CC2)CC(=O)OC(C)(C)C)N1)C1=CC(=CC(=C1)OC)OC)=O